9-[N-(decyloxy)-4-(dimethylamino)butyrylamino]-2-fluorooctadecanoic acid C(CCCCCCCCC)ON(C(CCCCCCC(C(=O)O)F)CCCCCCCCC)C(CCCN(C)C)=O